[Br-].COC1=CC=CC=2N(C3=CC=CC(=C3C(C12)C1=CC=CC=C1)OC)C1=CC=CC=C1 1,8-dimethoxy-9,10-diphenylacridine bromide